1-(2,3-epoxypropyl)-4-chlorobenzene C(C1CO1)C1=CC=C(C=C1)Cl